(2S)-2-[(tert-butoxycarbonyl)amino]-3-[5-chloro-2-(cyclobutylmethoxy)phenyl]propanoic acid C(C)(C)(C)OC(=O)N[C@H](C(=O)O)CC1=C(C=CC(=C1)Cl)OCC1CCC1